CN1C(C=C(C(=C1)C=1C=NN(C1)C1CCN(CC1)S(=O)(=O)C)C1=CC=CC=C1)=O 1-methyl-5-(1-(1-(methylsulfonyl)piperidin-4-yl)-1H-pyrazol-4-yl)-4-phenyl-pyridin-2(1H)-one